4-(((6-fluoro-7-methoxyquinazolin-4-yl)amino)methyl)benzenesulfonamide FC=1C=C2C(=NC=NC2=CC1OC)NCC1=CC=C(C=C1)S(=O)(=O)N